ClC1=CC(=C(C=N1)COC1=C(C=CC(=N1)C1=CC(=C(CN2N(C3=CC(=CC(=C3C2=O)F)C(=O)O)C[C@H]2OCC2)C=C1F)F)F)OC (S)-2-(4-(6-((6-chloro-4-methoxypyridin-3-yl)methoxy)-5-fluoropyridin-2-yl)-2,5-difluorobenzyl)-4-fluoro-1-((oxetan-2-yl)methyl)-3-oxo-2,3-dihydro-1H-indazole-6-carboxylic acid